ClC=1N=C(C2=C(N1)N(C=C2)S(=O)(=O)C2=CC=C(C)C=C2)NC2C(C1CCC2CC1)C(=O)OC (+/-)-trans-methyl 3-((2-chloro-7-tosyl-7H-pyrrolo[2,3-d]pyrimidin-4-yl) amino)bicyclo[2.2.2]octane-2-carboxylate